4-[3-(4-hydroxyphenyl)-4,4-dimethyl-2,5-dioxoimidazolidin-1-yl]-2-trifluoromethyl-benzonitrile OC1=CC=C(C=C1)N1C(N(C(C1(C)C)=O)C1=CC(=C(C#N)C=C1)C(F)(F)F)=O